CN1N=C(C(=C1)N1C(N(C=2C=NC=3C=C(C(=CC3C21)C2=NN(N=C2)C)OC)C)=O)C 1-(1,3-Dimethyl-1H-pyrazol-4-yl)-7-methoxy-3-methyl-8-(2-methyl-2H-1,2,3-triazol-4-yl)-1,3-dihydroimidazo-[4,5-c]quinolin-2-one